CC(CC(=O)OC(C)C)C Isopropyl 3-methylbutyrate